5-(2-{2-[4-(1H-Pyrazol-1-yl)benzensulfonamido]phenyl}ethynyl)pyridin N1(N=CC=C1)C1=CC=C(C=C1)S(=O)(=O)NC1=C(C=CC=C1)C#CC=1C=CC=NC1